cyclopropyl-2-fluoro-1'-((2-methyl-3-oxo-8-(prop-1-yn-1-yl)-3,4-dihydroquinoxalin-6-yl)methyl)-1',2',3',6'-tetrahydro-[3,4'-bipyridine]-6-carboxamide C1(CC1)C1=C(C(=NC(=C1)C(=O)N)F)C=1CCN(CC1)CC=1C=C2NC(C(=NC2=C(C1)C#CC)C)=O